tert-butyl ((1R,2R)-1-(4-bromothiazol-2-yl)-1,3-dihydroxypropan-2-yl)carbamate BrC=1N=C(SC1)[C@@H]([C@@H](CO)NC(OC(C)(C)C)=O)O